ClC1=CC=C(C(=N1)C(=O)N)O[C@H](C)C=1C=C(C=C2C(C(=C(OC12)C=1C=C2C(=NC1)SC=N2)C)=O)C 6-Chloro-3-[(1R)-1-(3,6-dimethyl-4-oxo-2-thiazolo[5,4-b]pyridin-6-yl-chromen-8-yl)ethoxy]pyridine-2-carboxamide